[I-].C(CCCCC)OC=1C(=NSN1)C1=CCC[N+](C1)(C(CCCCCCCCC)OC(=O)OCCC)C 5-(4-(hexyloxy)-1,2,5-thiadiazol-3-yl)-1-methyl-1-(1-((propoxycarbonyl)oxy)decyl)-1,2,3,6-tetrahydropyridin-1-ium iodide